(R)-N-((1,2,3,5,6,7-hexahydro-s-indacen-4-yl)carbamoyl)-4-hydroxy-4-methyl-5,6,7,8-tetrahydro-4H-5,8-ethanocyclohepta[b]furan-2-sulfonamide C1CCC2=C(C=3CCCC3C=C12)NC(=O)NS(=O)(=O)C1=CC2=C(O1)C1CCC([C@@]2(C)O)CC1